C1(CC1)C1=NC=NC(=C1C=1N=CC2=C(N1)N(C(C=C2)=O)CC2=NC=C(C=C2)C=2N(C=C(N2)C(F)(F)F)C)OC 2-(4-cyclopropyl-6-methoxypyrimidin-5-yl)-8-({5-[1-methyl-4-(trifluoromethyl)imidazol-2-yl]pyridin-2-yl}methyl)pyrido[2,3-d]pyrimidin-7-one